3''-chloro-5'-ethyl-4''-((3,5-difluoropyridine-2-yl)methoxy)-3-(2-hydroxypropane-2-yl)-6''-methyl-2H,2''H-[1,2':4',1''-terpyridine] ClC=1CN(C(=CC1OCC1=NC=C(C=C1F)F)C)C1=CC(=NC=C1CC)N1CC(=CC=C1)C(C)(C)O